ClC1=NSC2=C1C=CC=C2C#N 3-chloro-1,2-benzothiazole-7-carbonitrile